((2-hydroxyphenyl)-amino)naphthalen-2-one OC1=C(C=CC=C1)NC1C(C=CC2=CC=CC=C12)=O